6-ethoxypyridin-2-yl-1H-imidazo[4,5-b]pyrazin-6-yl-1-(pyrazin-2-yl)methanesulfonamide C(C)OC1=CC=CC(=N1)C(S(=O)(=O)N)(C1=NC=CN=C1)C1=CN=C2C(=N1)NC=N2